pyrido[3,4-c]pyrimido[5',4':4,5]pyrrolo[1,2-a]azepin-12-amine C1=NC=CC2=C1C=1N(CC=C2)C2=C(C1)C(=NC=N2)N